C(\C=C/CCCCCC)OC(CCCCCCCC(CCCCCCCC(=O)OC\C=C/CCCCCC)OC(CCCN(C)C)=O)=O 9-((4-(dimethylamino)butanoyl)oxy)heptadecanedioic acid di((Z)-non-2-en-1-yl) ester